(1s,3s)-3-((3-bromo-5-fluoropyridin-2-yl)amino)-1-methylcyclobutan-1-ol BrC=1C(=NC=C(C1)F)NC1CC(C1)(O)C